(S)-2-((2-(3,5-dimethylisoxazol-4-yl)pyrimidin-5-yl)amino)-1-((1r,4S)-4-methylcyclohexyl)-2-oxoethyl-carbamic acid tert-butyl ester C(C)(C)(C)OC(N[C@H](C(=O)NC=1C=NC(=NC1)C=1C(=NOC1C)C)C1CCC(CC1)C)=O